N-[[4-[6-[4-(4-bromobutoxy)phenyl]pyrrolo[2,1-f][1,2,4]triazin-4-yl]-2-methyl-phenyl]methyl]-3-tert-butyl-1,2,4-thiadiazole-5-carboxamide BrCCCCOC1=CC=C(C=C1)C=1C=C2C(=NC=NN2C1)C1=CC(=C(C=C1)CNC(=O)C1=NC(=NS1)C(C)(C)C)C